2-(3-fluoro-5-isopropyl-2-methoxyphenyl)-2-((R)-3-((2-methoxyethyl)(5-(5,6,7,8-tetrahydro-1,8-naphthyridin-2-yl)pentyl)amino)pyrrolidin-1-yl)acetic acid FC=1C(=C(C=C(C1)C(C)C)C(C(=O)O)N1C[C@@H](CC1)N(CCCCCC1=NC=2NCCCC2C=C1)CCOC)OC